OC(CN(CCCC(=O)OCCN1CCN(CC1)CCCCCSSCCCCCN(CC(CCCCCC\C=C/CCCCCCCC)O)CC(CCCCCC\C=C/CCCCCCCC)O)CC(CCCCCCCCCC)O)CCCCCCCCCC 2-(4-(5-((5-(Bis((Z)-2-hydroxyoctadec-9-en-1-yl)amino)pentyl)disulfaneyl)pentyl)piperazin-1-yl)ethyl 4-(bis(2-hydroxydodecyl)amino)butanoate